CN1N=CC(=C1OCCC1CN(CC2=CC=CC=C12)C(=O)OC(C)(C)C)[N+](=O)[O-] tert-Butyl 4-{2-[(1-methyl-4-nitro-1H-pyrazol-5-yl)oxy]ethyl}-3,4-dihydro-isoquinoline-2(1H)-carboxylate